(S)-(4-(difluoromethyl)oxazol-5-yl)(4-(5-fluoro-7-methylbenzo[d]oxazol-2-yl)-6,7-dihydro-1H-imidazo[4,5-c]pyridin-5(4H)-yl)methanone FC(C=1N=COC1C(=O)N1[C@@H](C2=C(CC1)NC=N2)C=2OC1=C(N2)C=C(C=C1C)F)F